(S)-2-(6-methoxy-2,3-dihydro-1H-inden-1-yl)ethan-1-ol COC1=CC=C2CC[C@H](C2=C1)CCO